(1S,3S)-3-((6-(5-(((1-isobutyl-1H-1,2,3-triazol-4-yl)amino)methyl)-1-methyl-1H-1,2,3-triazol-4-yl)-2-methylpyridin-3-yl)oxy)cyclohexane-1-carboxylic acid C(C(C)C)N1N=NC(=C1)NCC1=C(N=NN1C)C1=CC=C(C(=N1)C)O[C@@H]1C[C@H](CCC1)C(=O)O